(1,1-dimethylallyloxy)-3-(propargyloxy)-2-propanol difluorophosphate P(=O)(F)(F)OC(COC(C=C)(C)C)COCC#C